COC1=CC=C(C=C1)C=1C=CC=C2C=NC(=NC12)NC1=CC=C(C=C1)OCCN(C)C 8-(4-(methoxy)phenyl)-N-(4-(2-(dimethylamino)ethoxy)phenyl)quinazolin-2-amine